N-(2-fluoro-5-(3-fluoro-8-morpholinoimidazo[1,2-a]pyridin-6-yl)-4-methylphenyl)-3-(1-methylcyclopropyl)pyrrolidine-1-carboxamide FC1=C(C=C(C(=C1)C)C=1C=C(C=2N(C1)C(=CN2)F)N2CCOCC2)NC(=O)N2CC(CC2)C2(CC2)C